FC=1C(=C2C(=NC=3N(C2=CC1)C(=NN3)C)N3CCCC1=C(C=CC=C31)C#CC3(CC3)C(F)(F)F)F difluoro-1-methyl-5-(5-((1-(trifluoromethyl)cyclopropyl)ethynyl)-3,4-dihydroquinolin-1(2H)-yl)-[1,2,4]triazolo[4,3-a]quinazoline